C(C=C)(=O)NC=1C=C(C=CC1N1CCN(CC1)C)NC1=NC=2N(C(=N1)C1=CN(C3=CC=CC=C13)C)N=CC2 2-(3-Acrylamido-4-(4-methylpiperazino)phenylamino)-4-(1-methylindol-3-yl)pyrazolo[1,5-a][1,3,5]triazine